2-(2-methoxy-5-methylphenyl)-4-(2-methoxyphenyl)-N-(2-methylquinoline-5-sulfonyl)oxolane-2-carboxamide COC1=C(C=C(C=C1)C)C1(OCC(C1)C1=C(C=CC=C1)OC)C(=O)NS(=O)(=O)C=1C=2C=CC(=NC2C=CC1)C